N-(2-(4,4-difluoropiperidin-1-yl)-6-methoxy-7-(3-(pyrrolidin-1-yl)propoxy)quinazolin-4-yl)-5-methyloxazol-2-amine FC1(CCN(CC1)C1=NC2=CC(=C(C=C2C(=N1)NC=1OC(=CN1)C)OC)OCCCN1CCCC1)F